[I-].FC1=[N+](C=CC(=C1)C1=CC=CC=C1)C 2-fluoro-1-methyl-4-phenylpyridine-1-ium iodide